C1=CC=CC=2C3=CC=CC=C3C(C12)COC(=O)N[C@@H](CO)C(=O)OCC1=CC=CC=C1 benzyl (((9H-fluoren-9-yl) methoxy)carbonyl)-L-serinate